2-(3-aminobenzyl)-6-((5-methylthiophene-2-yl)sulfonyl)phthalazin-1(2H)-one NC=1C=C(CN2C(C3=CC=C(C=C3C=N2)S(=O)(=O)C=2SC(=CC2)C)=O)C=CC1